1,2,3,4-butanetetracarboxylic acid, 1,2,3,4-tetrakis(2,2,6,6-tetramethyl-4-piperidinyl) ester C(C(C(CC(=O)OC1CC(NC(C1)(C)C)(C)C)C(=O)OC1CC(NC(C1)(C)C)(C)C)C(=O)OC1CC(NC(C1)(C)C)(C)C)C(=O)OC1CC(NC(C1)(C)C)(C)C